ClC1=CC=C(C=N1)N1C(N(C=2C1=NC=C(C2)C#N)C)=O 3-(6-chloropyridin-3-yl)-1-methyl-2-oxo-2,3-dihydro-1H-imidazo[4,5-b]pyridine-6-carbonitrile